1-(4-(4-amino-7-cyclopropyl-7H-pyrrolo[2,3-d]pyrimidin-5-yl)-2-fluorophenyl)-3-(3-(difluoromethyl)-4-((4-(2-hydroxyethyl)piperazin-1-yl)methyl)phenyl)urea NC=1C2=C(N=CN1)N(C=C2C2=CC(=C(C=C2)NC(=O)NC2=CC(=C(C=C2)CN2CCN(CC2)CCO)C(F)F)F)C2CC2